NCCC[Si](C)(C)OCCC 3-aminopropylpropoxydimethylsilane